BrC=1C=C2C(=NC1)NC=C2NC2=NC1=C(N2)C=CC(=C1)OC1=CC=CC=C1 N-(5-bromo-1H-pyrrolo[2,3-b]pyridin-3-yl)-5-phenoxy-1H-benzo[d]imidazol-2-amine